vinyl propanesulfonate C(CC)S(=O)(=O)OC=C